CC1=CC2=CC=C(C=C2C=C1)C 2,6-Dimethylnaphthalene